CC(C(C)N(C(C(=O)OCC(F)(F)F)=O)CC1=NC=CC=C1C)C 2,2,2-trifluoroethyl 2-((3-methylbutan-2-yl)((3-methylpyridin-2-yl)methyl)amino)-2-oxoacetate